C(\C=C\C(=O)O)(=O)O.C(C)N(C(C1=C(C=CC(=C1)F)OC=1C(=NC=NC1)N1CC2(C1)CCN(CC2)CC2CCC(CC2)NS(=O)(=O)CC)=O)C(C)C.C(\C=C\C(=O)O)(=O)O.C(\C=C\C(=O)O)(=O)O.C(C)N(C(C2=C(C=CC(=C2)F)OC=2C(=NC=NC2)N2CC1(C2)CCN(CC1)CC1CCC(CC1)NS(=O)(=O)CC)=O)C(C)C N-ethyl-2-((4-(7-(((1r,4r)-4-(ethylsulfonamido)cyclohexyl)methyl)-2,7-diazaspiro[3.5]nonan-2-yl)pyrimidin-5-yl)oxy)-5-fluoro-N-isopropylbenzamide sesquifumaric acid salt